2-[4-(6-tert-Butyl-1H-indole-2-carbonyl)piperazin-1-yl]-3H-quinazolin-4-one C(C)(C)(C)C1=CC=C2C=C(NC2=C1)C(=O)N1CCN(CC1)C1=NC2=CC=CC=C2C(N1)=O